5-(4-bromo-1H-pyrazol-1-yl)-2-ethylpyridine BrC=1C=NN(C1)C=1C=CC(=NC1)CC